(3',5'-dimethoxy-4'-methyl-4-nitro-[1,1'-biphenyl]-2-yl)methanol tert-butyl-(2S)-4-{4-amino-5-bromo-7-methyl-7H-pyrrolo[2,3-d]pyrimidin-6-yl}-2-methylpyrrolidine-1-carboxylate C(C)(C)(C)[C@]1(N(CC(C1)C1=C(C2=C(N=CN=C2N)N1C)Br)C(=O)OCC1=C(C=CC(=C1)[N+](=O)[O-])C1=CC(=C(C(=C1)OC)C)OC)C